4,4'-(2,7-dinitro-9H-fluoren-9-ylidene)bis[phenol] [N+](=O)([O-])C1=CC=2C(C3=CC(=CC=C3C2C=C1)[N+](=O)[O-])(C1=CC=C(C=C1)O)C1=CC=C(C=C1)O